SC(CC(=O)OCCN1C(N(C(N(C1=O)CCOC(CC(C)S)=O)=O)CCOC(CC(C)S)=O)=O)C tris(3-mercaptobutyryloxyethyl)-1,3,5-triazine-2,4,6(1H,3H,5H)-trione